NCCCOC1=CC=C(C=C1)[C@@H](C(=O)N[C@@H](C(=O)NCC1=C(C=C(C=C1F)O)F)CCCN\C(=N/C(NCCNC(CC)=O)=O)\N)N1CC2=CC=CC=C2C1 (R)-2-((S)-2-(4-(3-aminopropoxy)phenyl)-2-(isoindolin-2-yl)acetamido)-N-(2,6-difluoro-4-hydroxybenzyl)-5-((Z)-2-((2-propionamidoethyl)carbamoyl)guanidino)pentanamide